4-[2-(methacryloyloxy)ethyl]-1,2,4-benzenetricarboxylate C(C(=C)C)(=O)OCCC1(CC(=C(C=C1)C(=O)[O-])C(=O)[O-])C(=O)[O-]